(1s,4s)-4-(4-(2-(2-aminopyridin-3-yl)-5-phenyl-3H-imidazo[4,5-b]pyridin-3-yl)benzamido)cyclohexane-1-carboxylic acid NC1=NC=CC=C1C1=NC=2C(=NC(=CC2)C2=CC=CC=C2)N1C1=CC=C(C(=O)NC2CCC(CC2)C(=O)O)C=C1